6-[1-[1-(2-Hydroxyacetyl)-4-piperidyl]pyrazol-4-yl]-4-(2-pyridylsulfanyl)pyrazolo[1,5-a]pyridine-3-carbonitrile OCC(=O)N1CCC(CC1)N1N=CC(=C1)C=1C=C(C=2N(C1)N=CC2C#N)SC2=NC=CC=C2